2-(2,4-difluoro-5-((S or R)-1-(((R)-phenyl((R)-1,2,3,4-tetrahydropyrido[2,3-b]pyrazin-3-yl)methyl)amino)propan-2-yl)phenyl)-2-methylpropanoic acid FC1=C(C=C(C(=C1)F)[C@@H](CN[C@@H]([C@H]1CNC2=C(N1)N=CC=C2)C2=CC=CC=C2)C)C(C(=O)O)(C)C |o1:8|